3-Amino-1-butanthiol hydrochlorid Cl.NC(CCS)C